N-((S)-1-(4-((R)-3-((cyclobutylmethyl)amino)piperidin-1-yl)phenyl)ethyl)-4-oxo-4H-pyrido[1,2-a]pyrimidine-2-carboxamide C1(CCC1)CN[C@H]1CN(CCC1)C1=CC=C(C=C1)[C@H](C)NC(=O)C=1N=C2N(C(C1)=O)C=CC=C2